ethyl (Z)-2-(7-(N'-hydroxycarbamimidoyl)imidazo[1,2-a]pyridin-2-yl)acetate O\N=C(/N)\C1=CC=2N(C=C1)C=C(N2)CC(=O)OCC